methyl (S)-3-(8-nitro-6-(2-chlorophenyl)-1-(acetylthio)-4H-benzo[f][1,2,4]triazolo[4,3-a][1,4]diazepin-4-yl)propionate [N+](=O)([O-])C=1C=CC2=C(C(=N[C@H](C=3N2C(=NN3)SC(C)=O)CCC(=O)OC)C3=C(C=CC=C3)Cl)C1